COC(=O)[C@@H]1N([C@@H](CC1)CCC(F)F)C(=O)OC(C)(C)C (2R,5S)-5-(3,3-difluoropropyl)pyrrolidine-1,2-dicarboxylic acid 1-(tert-butyl) 2-methyl ester